S1C2=C(C(=C1)CC#N)C=CC=C2 2-(Benzo[b]thiophen-3-yl)acetonitrile